C(C1CO1)(=O)O.C(CCCCCC(C)(C)C)(=O)O neodecanoic acid glycidate